6-((1RS,2RS)-2-methylcyclopropyl)-1H-pyrazolo[3,4-b]Pyridin-3-amine C[C@H]1[C@@H](C1)C1=CC=C2C(=N1)NN=C2N |r|